ClC1=C(OC2=CC=CC3=C2NC(=NS3(=O)=O)NCC3=C(C=CC=C3OC)F)C=CC=C1 5-(2-chlorophenoxy)-3-((2-fluoro-6-methoxybenzyl)amino)-4H-benzo[e][1,2,4]thiadiazine 1,1-dioxide